octadecyl-4-(4-fluorophenyl)-5,6-dihydro-2H-pyran-2-one C(CCCCCCCCCCCCCCCCC)C=1C(OCCC1C1=CC=C(C=C1)F)=O